C(#C)C1(CN(CC1)C(=O)OC(C)(C)C)OC tert-butyl 3-ethynyl-3-methoxypyrrolidine-1-carboxylate